C(=O)(OC(C)(C)C)NCCBr 2-(boc-amino)ethyl bromide